methyl 4-(8-chloroimidazo[1,5-a]pyrazin-3-yl)-1,4-dimethylcyclohexanecarboxylate ClC=1C=2N(C=CN1)C(=NC2)C2(CCC(CC2)(C(=O)OC)C)C